C(C)(C)(C)OC(=O)NCC=1C=NN(C1)CC1=CC(=C2C(=NN(C2=C1)C(=O)OC(C)(C)C)NS(=O)(=O)C1=C(C=CC=C1)OC)OC tert-butyl 6-((4-(((tert-butoxy carbonyl)amino)methyl)-1H-pyrazol-1-yl)methyl)-4-methoxy-3-((2-methoxyphenyl) sulfonamido)-1H-indazole-1-carboxylate